CC1(OC2=C(C1)C=CC=C2OCC(=O)N/N=C/C=2SC=CC2)C (E)-2-((2,2-dimethyl-2,3-dihydrobenzofuran-7-yl)oxy)-N'-(thien-2-ylmethylene)acetohydrazide